[Si](OC(C)CC)([O-])([O-])[O-] secondary-butyl orthosilicate